CC1=C(C=CC2=C1COC1=CN=CC=C12)[N+](=O)[O-] 7-methyl-8-nitro-6H-isochromeno[3,4-c]pyridine